ClC1=CC2=C(N3C(C=4N([C@H](CC2)C3)C=C(C(C4O)=O)C(=O)NCC4=C(C=C(C=C4)F)F)=O)C=C1 (12R)-2-chloro-N-(2,4-difluorobenzyl)-7-hydroxy-6,8-dioxo-6,8,13,14-tetrahydro-12H-5,12-methanobenzo[e]pyrido[1,2-a][1,4]diazonine-9-carboxamide